C(C)(C)(C)C1N2C(C3=CC(=C(C=C3C1)C=1C=NNC1)OC)=CC(C(=C2)C(=O)O)=O 6-tert-butyl-10-methoxy-2-oxo-9-(1H-pyrazol-4-yl)-6,7-dihydro-2H-pyrido[2,1-a]isoquinoline-3-carboxylic acid